O[C@@H](CO)C1=CC(=CC(=N1)C(=O)N)C=1C=C2C=CN(C2=CC1)CC1=CC=C(C=C1)C(F)(F)F (R)-6-(1,2-dihydroxyethyl)-4-(1-(4-(trifluoromethyl)benzyl)-1H-indol-5-yl)picolinamide